NC=1C(=C(C(=O)O)C(=C(C1)Cl)F)F 3-amino-5-chloro-2,6-difluorobenzoic acid